tert-butyl 6-(p-toluenesulfonyloxy)-2-azaspiro[3.3]heptane-2-carboxylate CC1=CC=C(C=C1)S(=O)(=O)OC1CC2(CN(C2)C(=O)OC(C)(C)C)C1